N1CCC12CCN(C2)C(=O)N 1,7-diazaspiro[3.4]octane-7-carboxamide